1-(2-Hydroxy-6-(5-(p-tolyl)-1H-imidazol-2-yl)piperidin-1-yl)-2-(methylsulfonyl)propan-1-one 3-hydroxy-1,1-dimethylbutylperoxy-2-ethylhexanoate OC(CC(C)(C)OOC(C(=O)O)(CCCC)CC)C.OC1N(C(CCC1)C=1NC(=CN1)C1=CC=C(C=C1)C)C(C(C)S(=O)(=O)C)=O